(2R)-3-(tert-butoxy)-2-acetamido-N-(5-hydroxypyridin-2-yl)propanamide C(C)(C)(C)OC[C@H](C(=O)NC1=NC=C(C=C1)O)NC(C)=O